OC1=CC=C2C=CCNC2=C1 7-hydroxy-1H-quinoline